4-([1,2,4]triazolo[1,5-a]pyridin-7-yloxy)-5-chloro-2-methoxyaniline N=1C=NN2C1C=C(C=C2)OC2=CC(=C(N)C=C2Cl)OC